3-((((S)-1-fluoropropan-2-yl)amino)-2-(4-((4-((3-methoxyazetidin-1-yl)methyl)phenyl)ethyl)phenyl)propyl)-5-hydroxypyrimidin-4(3H)-one FC[C@H](C)NCC(CN1C=NC=C(C1=O)O)C1=CC=C(C=C1)CCC1=CC=C(C=C1)CN1CC(C1)OC